(3-bromo-2,5-difluorobenzylidene)-2-methylpropane-2-sulfinamide BrC=1C(=C(C=CC(C)(S(=O)N)C)C=C(C1)F)F